(R or S)-2-(3-methyl-5-(2-(((R)-phenyl((R)-1,2,3,4-tetrahydropyrido[2,3-b]pyrazin-3-yl)methyl)amino)ethyl)phenyl)propanoic acid CC=1C=C(C=C(C1)CCN[C@@H]([C@H]1CNC2=C(N1)N=CC=C2)C2=CC=CC=C2)[C@H](C(=O)O)C |o1:27|